ClC1=CC(=C(COC2=CC=CC(=N2)C23CCNCC3C2)C=C1)F 6-(6-((4-chloro-2-fluorobenzyl)oxy)pyridin-2-yl)-3-azabicyclo[4.1.0]heptane